(3R)-3-((5-(6,6-difluorobicyclo[3.1.0]hexane-1-yl)-7-(phenylsulfonyl)-7H-pyrrolo[2,3-d]pyrimidin-4-yl)amino)piperidine-1-carboxylic acid tert-butyl ester C(C)(C)(C)OC(=O)N1C[C@@H](CCC1)NC=1C2=C(N=CN1)N(C=C2C21CCCC1C2(F)F)S(=O)(=O)C2=CC=CC=C2